COC1=CC2=C(C=C1)N(C=1C(=NC3=CC=CC=C3C12)C1=CC=CC=C1)C1=NC=CC=C1 10-methoxy-6-phenyl-7-(pyridin-2-yl)-7H-indolo[2,3-c]quinoline